gold-copper-platinum-silver [Ag].[Pt].[Cu].[Au]